ClC1=C(C=CC=C1I)C1CCNCC1 4-(2-Chloro-3-iodophenyl)piperidine